2-(4-chloro-benzyl)-3-(1H-indol-3-yl)-1-oxo-1,2,3,4-tetrahydro-isoquinoline-4-carboxylic acid ClC1=CC=C(CN2C(C3=CC=CC=C3C(C2C2=CNC3=CC=CC=C23)C(=O)O)=O)C=C1